Cl.COC=1C=C(C=NC1)C1=CC=C(C=C1)CN[C@@H]1C[C@@H](CC1)N(C=1C2=C(N=CN1)SC(=C2)C2COC2)C (1R,3S)-N3-{[4-(5-methoxypyridin-3-yl)phenyl]methyl}-N1-methyl-N1-[6-(oxetan-3-yl)thieno[2,3-d]pyrimidin-4-yl]cyclopentane-1,3-diamine hydrochloride